ON=C1CC2N(C(C1)C2)C(=O)OC(C)(C)C tert-butyl 3-hydroxyimino-6-azabicyclo[3.1.1]heptane-6-carboxylate